10-chloro-3-imidazol-1-yl-2,3-dihydro-1H-pyrido[3,2,1-kl]phenothiazine ClC1=CC=2N3C4=C(C=CC=C4SC2C=C1)C(CC3)N3C=NC=C3